CN1CCC(CC1)C(=O)OCC(CCCC(=O)O)CCCCCCCCCC 5-{[(1-methylpiperidine-4-carbonyl)oxy]methyl}pentadecanoic acid